C1(C=CN2C=CC=C12)=O Pyrrolizin-1-one